2-((3-methylthiophen-2-yl)amino)-5-(trifluoromethyl)-benzoic acid CC1=C(SC=C1)NC1=C(C(=O)O)C=C(C=C1)C(F)(F)F